C(C)(=O)C1=C(C=C(C=C1)Cl)C1=CC(N(C=C1OC)C(C(=O)NC1=CC=C(C(=O)O)C=C1)CC1=C(C=CC(=C1)F)C)=O 4-(2-(4-(2-acetyl-5-chlorophenyl)-5-methoxy-2-oxopyridin-1(2H)-yl)-3-(5-fluoro-2-methylphenyl)propionylamino)benzoic acid